C[Si](CCOCN1C(=NC=C1)C1=CC=C(C=N1)N1CCNCC1)(C)C 1-[6-(1-{[2-(trimethylsilyl)ethoxy]methyl}imidazol-2-yl)pyridin-3-yl]piperazine